2,2,2-Trifluoroethyl 2-oxo-2-[(2R,5S)-2-[3-[2-(dimethylamino)ethoxy]phenyl]-5-methyl-1-piperidyl]acetate O=C(C(=O)OCC(F)(F)F)N1[C@H](CC[C@@H](C1)C)C1=CC(=CC=C1)OCCN(C)C